COC(=O)C1C(C1)C(=C)CCC=C(C)C 2-(6-Methylhept-1,5-dien-2-yl)cyclopropane-1-carboxylic acid methyl ester